2-(tert-Butoxycarbonyl)-N-methyl-D-alaninamide C(C)(C)(C)OC(=O)[C@@](N)(C)C(=O)NC